O=C1N(CC=2C=CC=C(C12)C(=O)O)CCC1=NC=CC=C1 3-Oxo-2-(2-pyridin-2-yl-ethyl)-2,3-dihydro-1H-isoindole-4-carboxylic acid